FC(OC1=CC=C2C(=NC=NC2=C1)O[C@H]1CC[C@H](CC1)N1C(N(CC1=O)C=1C=NC=C(C1)C(F)(F)F)=O)F 3-(cis-4-{[7-(difluoromethoxy)-4-quinazolinyl]oxy}cyclohexyl)-1-[5-(trifluoromethyl)-3-pyridinyl]-2,4-imidazolidinedione